ClC=1C(=C(C=CC1C#N)N1CC2(CC1)CCN(CC2)C2=CC=C(C(=O)O)C=C2)C.[O].[Li] lithium Oxygen 4-(2-(3-Chloro-4-cyano-2-methylphenyl)-2,8-diazaspiro[4.5]decan-8-yl)benzoic acid